(S)-2-amino-4,4,4-trifluorobutan-1-ol hydrochloride Cl.N[C@H](CO)CC(F)(F)F